(R)-N-(1-(2-chloro-6-fluoro-3-methoxyphenyl)-1,4,5,7-tetrahydropyrano[3,4-c]pyrazol-4-yl)-5-ethyl-1-methyl-1H-imidazole-4-carboxamide ClC1=C(C(=CC=C1OC)F)N1N=CC2=C1COC[C@@H]2NC(=O)C=2N=CN(C2CC)C